O=C1N(CC2(C1)CCN(CC2)C(=O)OC(C)(C)C)C2=C(C=NC=C2)C(F)(F)F tert-butyl 3-oxo-2-(3-(trifluoromethyl)pyridin-4-yl)-2,8-diazaspiro[4.5]decane-8-carboxylate